N-[(6-amino-1,5-naphthyridin-3-yl)methyl]-N-(4,4-difluoro-1,1-dioxo-3,4-dihydro-2H-1λ6-benzothiopyran-8-yl)-5-(trifluoromethyl)pyridine-3-carboxamide NC=1N=C2C=C(C=NC2=CC1)CN(C(=O)C=1C=NC=C(C1)C(F)(F)F)C1=CC=CC=2C(CCS(C21)(=O)=O)(F)F